FC1=CNC(C(=N1)C(=O)N)=O 6-fluoro-3-oxo-3,4-dihydropyrazine-2-carboxamide